C1(CC1)C1=CC=C(C2=CC=CC=C12)NC1=NC(=NC=C1)SC(C(=O)OC)(C)C Methyl 2-((4-((4-cyclopropylnaphthalen-1-yl) amino) pyrimidin-2-yl) thio)-2-methylpropionate